BrC1=C2CCNC2=C(C(=C1)C(=O)OC)I methyl 4-bromo-7-iodoindoline-6-carboxylate